C(C=C)(=O)OCCOCCC[Si](OC)(OC)OC acryloyloxyethoxypropyltrimethoxysilane